N-(3-aminopropyl)-1,6-hexanediamine NCCCNCCCCCCN